(2S)-3-hydroxy-2-(5-isobutyryl-1-oxo-2,5-diazaspiro[3.4]octan-2-yl)-N-(pyrimidin-2-ylmethyl)propanamide OC[C@@H](C(=O)NCC1=NC=CC=N1)N1C(C2(C1)N(CCC2)C(C(C)C)=O)=O